5-fluoro-1'-methyl-6'-oxo[1',6'-dihydro[3,3'-bipyridine]] FC=1C=C(C=NC1)C1=CN(C(C=C1)=O)C